OC(C)(C)C1=NN=C(S1)C=1C(=CC(=NC1)C1=CC=C2N1N=CC(=C2)C#N)NC(C)C 7-(5-(5-(2-hydroxypropan-2-yl)-1,3,4-thiadiazol-2-yl)-4-(isopropylamino)pyridin-2-yl)pyrrolo[1,2-b]pyridazine-3-carbonitrile